6-(4-methanesulfonylphenyl)pyridin-2-amine CS(=O)(=O)C1=CC=C(C=C1)C1=CC=CC(=N1)N